BrC=1C=C2C(C(NC2=CC1OC)=O)(C)C 5-bromo-6-methoxy-3,3-dimethyl-1H-indol-2-one